FC=1C=CC2=CC3=CC=CC=C3N=C2C1 3-fluoro-acridine